[Cl-].[Cl-].C[Si](=[Zr+2](C1=C(C=C2C(C=3CCCC3C=C12)C1=CC(=CC(=C1)C(C)(C)C)C(C)(C)C)C)C1C(=CC2=C(C(=C(C=C12)C(C)(C)C)OC)C1=CC(=CC(=C1)C(C)(C)C)C(C)(C)C)C)C dimethylsilanediyl-[6-tert-butyl-4-(3,5-di-tert-butylphenyl)-5-methoxy-2-methylinden-1-yl]-[4-(3,5-di-tert-butylphenyl)-2-methyl-5,6,7-trihydro-s-indacen-1-yl]zirconium dichloride